S(C1=C(C(=CC=C1C)C(C)(C)C)O)C1=C(C(=CC=C1C)C(C)(C)C)O thiobis-(6-tert-butyl-3-methylphenol)